FC(C(=O)O)(F)F.C(C)(=O)O acetic acid, trifluoroacetic acid salt